(2R)-N-[5-[(3-fluorophenyl)methyl]thiazol-2-yl]pyrrolidin-2-carboxamide hydrochloride Cl.FC=1C=C(C=CC1)CC1=CN=C(S1)NC(=O)[C@@H]1NCCC1